(4-bromo-3-fluoro-2-formyl-phenyl)boronic acid BrC1=C(C(=C(C=C1)B(O)O)C=O)F